4-(7-methoxy-2-naphthylamino)-2-[3-methoxy-4-(3-piperidinopropoxy)phenylamino]pyrimidine COC1=CC=C2C=CC(=CC2=C1)NC1=NC(=NC=C1)NC1=CC(=C(C=C1)OCCCN1CCCCC1)OC